CC1=CC=C(C=N1)[C@@H](CC(=O)O)C1(CC1)C(F)(F)F (R)-3-(6-methylpyridin-3-yl)-3-(1-(trifluoromethyl)cyclopropyl)propanoic acid